(R)-(6-(4-(4-fluoro-2-methoxyphenyl)piperidin-1-yl)-2-azaspiro[3.4]octan-2-yl)(oxetan-3-yl)methanone FC1=CC(=C(C=C1)C1CCN(CC1)[C@H]1CC2(CN(C2)C(=O)C2COC2)CC1)OC